OC[C@@H](C(N1CCCC1)=O)NC(=O)C1=C(OC2=C1C=C(C=C2)OCC2=CN=C(S2)C)C (S)-N-(3-hydroxy-1-oxo-1-(pyrrolidin-1-yl)propan-2-yl)-2-methyl-5-((2-methylthiazol-5-yl)methoxy)benzofuran-3-carboxamide